CC1=CC=C(C=C2C(C3(CCC2C3(C)C)C)=O)C=C1 4-methylbenzylidencamphor